tert-butyl 3-(3-amino-1-bicyclo[1.1.1]pentanyl)azetidine-1-carboxylate NC12CC(C1)(C2)C2CN(C2)C(=O)OC(C)(C)C